3-[(2-methylpropyl)carbamoyl]benzene CC(CNC(=O)C=1C=CC=CC1)C